Cl.C(C=C)OC(CCN)=O beta-alanine allyl ester hydrochloride